4-((2,4-Dicyano-3-(p-tolyl)benzo[4,5]imidazo[1,2-a]pyridine-1-yl)amino)-4-oxobutanoic acid C(#N)C=1C(=C(C=2N(C1NC(CCC(=O)O)=O)C1=C(N2)C=CC=C1)C#N)C1=CC=C(C=C1)C